C(=O)(O)[C@H](CCC(=O)N[C@H](C(=O)O)CCC(=O)O)NC(=O)C1=NC=C(C=C1)NC(CC1=C(N=C(NC1=O)N)N)=O (2S)-2-[(4S)-4-carboxy-4-({5-[2-(2,4-diamino-6-oxo-1,6-dihydropyrimidin-5-yl)acetamido]pyridin-2-yl}formamido)butanamido]pentanedioic acid